(2R)-1-{5-[(5-chlorothiophen-2-yl)sulfonyl]-1H,2H,3H,4H,5H,6H-pyrrolo[3,4-c]pyrrol-2-yl}-2-phenylpropan-1-one ClC1=CC=C(S1)S(=O)(=O)N1CC2=C(C1)CN(C2)C([C@H](C)C2=CC=CC=C2)=O